ClC1=C(C(=O)N(C)OC)C=CC=N1 2-chloro-N-methoxy-N-methylnicotinamide